N,N'-dibenzylurea C(C1=CC=CC=C1)NC(=O)NCC1=CC=CC=C1